BrC=1C(=NC(=NC1)NC1=C(C=C(C(=C1)C=1C=NN(C1)C)N1CCN(CC1)C)OC)NC1=C(C=CC(=C1)F)C(C)(C)O 2-(2-((5-Bromo-2-((2-methoxy-5-(1-methyl-1H-pyrazol-4-yl)-4-(4-methylpiperazine-1-yl)phenyl)amino)pyrimidin-4-yl)amino)-4-fluorophenyl)propan-2-ol